ClC1=CC=C2C=C(C(N(C2=C1)CCSC1=CC=CC=C1)=O)C=O 7-chloro-2-oxo-1-(2-(phenylthio)ethyl)-1,2-dihydroquinoline-3-carbaldehyde